N-(4-Bromo-3-(2-(dimethylamino)ethoxy)phenyl)-6-(2-methoxy-4-(5-methyl-1,2,4-oxadiazol-3-yl)phenyl)nicotinamid BrC1=C(C=C(C=C1)NC(C1=CN=C(C=C1)C1=C(C=C(C=C1)C1=NOC(=N1)C)OC)=O)OCCN(C)C